2-cyclohexyl-quinazoline C1(CCCCC1)C1=NC2=CC=CC=C2C=N1